amino-ε-caprolactam NC1C(=O)NCCCC1